isopropylthio-tris(thietanylthio)tin C(C)(C)S[Sn](SC1SCC1)(SC1SCC1)SC1SCC1